C1(CCC1)C1=C(C=CC=C1F)C1=C(C=CC(=C1)C(C(=O)NS(=O)(=O)C)C)OCC1CC(C1)NC([C@H]1N(CC(C1)(C)C)C)=O N-[(1r,3S)-3-{[(2'-cyclobutyl-3'-fluoro-5-{(2ξ)-1-[(methanesulfonyl)amino]-1-oxopropan-2-yl}[1,1'-biphenyl]-2-yl)oxy]methyl}cyclobutyl]-1,4,4-trimethyl-L-prolinamide